5-[(4-chloroindazol-2-yl)methyl]-2-(3-chloro-2-pyridinyl)pyrazole-3-carboxylic acid ClC=1C2=CN(N=C2C=CC1)CC=1C=C(N(N1)C1=NC=CC=C1Cl)C(=O)O